NCCC(C(=O)O)NCCN 4-amino-2-(2-aminoethylamino)butanoic acid